3-hydrazino-6-methoxyl-5H-[1,2,4]Triazino[5,6-b]Indole N(N)C=1N=NC2=C(NC=3C(=CC=CC23)OC)N1